3,5-difluoro-4-hydroxybenzylidenemethylimidazolidinone FC=1C=C(C=C2NC(N(C2)C)=O)C=C(C1O)F